N'-(3-chloropyrazin-2-yl)-N,N-dimethyl-formamidine ClC=1C(=NC=CN1)N=CN(C)C